FC(C(=O)O)(F)F.C1(CCCCC1)C(=O)N cyclohexane-1-carboxamide trifluoroacetate salt